2-((2-chloro-5-((1-methyl-1H-pyrazol-4-yl)ethynyl)pyridin-4-yl)(methyl)amino)ethan-1-ol ClC1=NC=C(C(=C1)N(CCO)C)C#CC=1C=NN(C1)C